(2S,3R,4R,5S)-N-(2-Aminopyrimidin-5-yl)-3-(3,4-difluoro-2-methoxyphenyl)-4,5-dimethyl-5-(trifluoromethyl)tetrahydrofuran-2-carboxamide NC1=NC=C(C=N1)NC(=O)[C@H]1O[C@@]([C@@H]([C@@H]1C1=C(C(=C(C=C1)F)F)OC)C)(C(F)(F)F)C